1-(5-(6-(benzylthio)-8-chloroimidazo[1,2-a]pyridin-3-yl)-1,3,4-thiadiazol-2-yl)cyclopropane-1-carbonitrile C(C1=CC=CC=C1)SC=1C=C(C=2N(C1)C(=CN2)C2=NN=C(S2)C2(CC2)C#N)Cl